ClC=1OC2=C(N1)C=CC(=C2)C(C)C 2-chloro-6-isopropylbenzo[d]oxazole